COC1=CC=C(CC2=C(C(=NC3=CN=C(C=C23)N)C2=CC=CC=C2)C2=CC=CC=C2)C=C1 (4-methoxybenzyl)-2,3-diphenyl-1,7-naphthyridin-6-amine